CN(C)CCCNC(CCCCCCCCCCC)=O lauric acid dimethylaminopropyl amide